C(#N)C1=C(C=C(C=C1)N1[C@H](O[C@@H](C1)C(=O)NC1=CC(=C(C=C1)C#N)F)C(F)(F)F)C(F)(F)F (2R,5S)-3-(4-cyano-3-(trifluoromethyl)phenyl)-N-(4-cyano-3-fluorophenyl)-2-(trifluoromethyl)oxazolidine-5-carboxamide